6-(3-(3-((2-(1,1-difluoroethyl)phenyl)sulfonyl)propanoyl)-3,8-diazabicyclo[3.2.1]octan-8-yl)nicotinonitrile FC(C)(F)C1=C(C=CC=C1)S(=O)(=O)CCC(=O)N1CC2CCC(C1)N2C2=NC=C(C#N)C=C2